5-((1-(4-chlorophenoxy)-4-methylcyclohexyl)ethynyl)-3-hydroxypyridinium ClC1=CC=C(OC2(CCC(CC2)C)C#CC=2C=C(C=[NH+]C2)O)C=C1